C(C)(C)(C)OC(=O)N[C@@H](C(C)C)C(=O)O[C@@H]1[C@H](O[C@]([C@@H]1O)(C1=CC=C2C(=NC=NN21)NC(C(C)C)=O)C#N)COC(CC2=CC=CC=C2)=O (2R,3S,4R,5R)-5-cyano-4-hydroxy-5-(4-isobutyramidopyrrolo[2,1-f][1,2,4]triazin-7-yl)-2-((2-phenylacetoxy)methyl)tetrahydrofuran-3-yl (tert-butoxycarbonyl)-L-valinate